FS(C=1C=CC(=NC1)NC1CCC(CC1)S(=O)(=O)C1=CC=C(C=C1)C=1C=CC=2N(C1)C=CN2)(F)(F)(F)F 5-(pentafluoro-λ6-sulfanyl)-N-[(1r,4r)-4-(4-{imidazo[1,2-a]pyridin-6-yl}benzenesulfonyl)cyclohexyl]pyridin-2-amine